ClC=1C(=CC=C2N=CC(=NC12)C=1C=NN(C1)CC1(CC(C1)O)O)OC=1C=CC2=C(NC(=N2)C)C1F 1-[(4-{8-chloro-7-[(7-fluoro-2-methyl-1H-1,3-benzodiazol-6-yl)oxy]quinoxalin-2-yl}-1H-pyrazol-1-yl)methyl]cyclobutane-1,3-diol